C(C1=CC=CC=C1)OC([C@H]([C@H](CC)C)N(C)C(CC(=O)OC(C)(C)C)=O)=O (2S,3S)-2-[(2-tert-Butoxycarbonyl-acetyl)-methyl-amino]-3-methyl-pentanoic acid benzyl ester